2-[2-(Methylamino)-4-oxo-7-(propan-2-yl)-4H,5H-furo[2,3-d]pyridazin-5-yl]-N-(pyrimidin-2-yl)acetamide CNC1=CC2=C(C(=NN(C2=O)CC(=O)NC2=NC=CC=N2)C(C)C)O1